C1(=CC=CC=C1)C1=NC(=CC(=C1)C1=CC=C(C=C1)OC)C1=CC=CC=C1 2,6-diphenyl-4-p-methoxyphenylpyridine